BrC(CCCCCOC(\C=C(\CCCCCC)/CCCCC)=O)C (E)-6-bromoheptyl-3-pentylnon-2-enoate